2,4,4,7-tetramethyloct-6-en-3-one CC(C)C(C(CC=C(C)C)(C)C)=O